C(CCCCCCC\C=C/CCCCCCCC)N[C@@H](CC(=O)[O-])C(=O)OCC(CCCC)CC N-(oleyl)aspartic acid, 2-ethylhexyl ester